NC1=C(C=CC=C1)C(C#CC1=CSC=C1)=O 1-(2-aminophenyl)-3-(thiophen-3-yl)prop-2-yn-1-one